C1(CC1)C1=CC(=C(C#N)C=C1F)F 4-cyclopropyl-2,5-difluorobenzonitrile